CC1=NOC(=C1C1=C(C=C2C(C(CN(C2=C1)C(=O)OC(C)(C)C)C(C(=O)OC)=O)=O)OC)C tert-butyl 7-(3,5-dimethylisoxazol-4-yl)-6-methoxy-3-(2-methoxy-2-oxoacetyl)-4-oxo-3,4-dihydroquinoline-1(2H)-carboxylate